NC1=C(C(=NN1C(C)C)C=1C=NC(=CC1)CC(=O)NC1=CC(=NO1)C1=C(C=C(C=C1)C)Cl)C(=O)N 5-Amino-3-[6-[2-[[3-(2-chloro-4-methyl-phenyl)isoxazol-5-yl]amino]-2-oxo-ethyl]-3-pyridyl]-1-isopropyl-pyrazole-4-carboxamide